3-(2,6-dimethylphenyl)-4-(2-(2-methoxyphenyl)-3,3-diphenyloxiran-2-yl)-1-tosyl-1H-pyrrole CC1=C(C(=CC=C1)C)C1=CN(C=C1C1(OC1(C1=CC=CC=C1)C1=CC=CC=C1)C1=C(C=CC=C1)OC)S(=O)(=O)C1=CC=C(C)C=C1